4-(4-oxo-4H-benzo[d][1,3]oxazin-2-yl)benzoyl chloride O=C1C2=C(N=C(O1)C1=CC=C(C(=O)Cl)C=C1)C=CC=C2